(Z)-4-((2R,4S)-4-((5-cyclopropyl-3-(2,6-dichlorophenyl)isoxazol-4-yl)methoxy)-2-methylpiperidin-1-yl)-N'-hydroxybenzamidine C1(CC1)C1=C(C(=NO1)C1=C(C=CC=C1Cl)Cl)CO[C@@H]1C[C@H](N(CC1)C1=CC=C(/C(=N/O)/N)C=C1)C